NCC1=NN=C(O1)C(=O)N 5-(aminomethyl)-1,3,4-oxadiazole-2-carboxamide